N-methyl-3-(methylamino)-5-(4,4,5,5-tetramethyl-1,3,2-dioxaborolan-2-yl)benzenesulfonamide ethyl-(2R,3S)-2-(benzamidomethyl)-3-hydroxy-3-phenylpropionate C(C)OC([C@@H]([C@@H](C1=CC=CC=C1)O)CNC(C1=CC=CC=C1)=O)=O.CNS(=O)(=O)C1=CC(=CC(=C1)B1OC(C(O1)(C)C)(C)C)NC